C(C)N(CC)CCC[Si](OC)(OC)C γ-(N,N-diethyl)aminopropylmethyl-dimethoxysilane